[C@@H]1([C@H](O)[C@H](O)[C@H](O1)[C@@H](O)C)N1C2=NC=NC(=C2N=C1)C 9-(6-deoxy-α-L-talofuranosyl)-6-methylpurine